(S)-8-(6-amino-5-((2-amino-3-chloropyridin-4-yl)thio)pyrazin-2-yl)-2-cyclopropyl-8-azaspiro[4.5]dec-2-en-1-amine isethionate S(=O)(=O)(O)CCO.NC1=C(N=CC(=N1)N1CCC2(CC=C([C@H]2N)C2CC2)CC1)SC1=C(C(=NC=C1)N)Cl